BrC1=C(C=NC=C1)N 4-bromopyridin-3-amine